FC(S(=O)(=O)C1=CC=C(C=C1)COC1CNC1)(F)F 3-[[4-(trifluoromethyl-sulfonyl)phenyl]methoxy]azetidine